C(C)(=O)C(C(=O)NN)=CN1N=C(N=C1)C1=CC(=CC(=C1)C(F)(F)F)S(F)(F)(F)(F)F acetyl-3-(3-(3-(pentafluorosulfaneyl)-5-(trifluoromethyl)phenyl)-1H-1,2,4-triazol-1-yl)acrylohydrazide